1-(8Z,11Z,14Z-eicosatrienoyl)-2-(11Z-docosenoyl)-glycero-3-phosphocholine CCCCCCCCCC/C=C\CCCCCCCCCC(=O)O[C@H](COC(=O)CCCCCC/C=C\C/C=C\C/C=C\CCCCC)COP(=O)([O-])OCC[N+](C)(C)C